CYCLOPROPYLMETHYL (3Z)-3-HEXENOATE C(C\C=C/CC)(=O)OCC1CC1